N-(3-((2-oxaspiro[3.3]heptan-5-yl)oxy)-1-methyl-1H-pyrazol-4-yl)carboxamide C1OCC12C(CC2)OC2=NN(C=C2NC=O)C